C(#N)C1=CC(=CC=2N=C(OC21)C=2C(=C(C=CC2)C2=C(C(=CC=C2)NC=2C1=C(N=C(N2)C)C=C(C=N1)CN1C[C@@H](CC1)O)C)C)CN1CCC(CC1)C(=O)O (R)-1-((7-cyano-2-(3'-(7-((3-hydroxypyrrolidin-1-yl)methyl)-2-methylpyrido[3,2-d]pyrimidin-4-ylamino)-2,2'-dimethylbiphenyl-3-yl)benzo[d]oxazol-5-yl)methyl)piperidine-4-carboxylic acid